FC1([C@H]2CC=3C(=NN(C3C[C@]21C)C2OCCCC2)C=2NC1=CC(=CC=C1C2)NC)F 2-((4aS,5aR)-5,5-difluoro-5a-methyl-1-(tetrahydro-2H-pyran-2-yl)-1,4,4a,5,5a,6-hexahydrocyclopropa[f]indazol-3-yl)-N-methyl-1H-indol-6-amine